C(#C)C=1C(=CC=C2C=C(C=C(C12)C1=C(C=2N=C(N=C(C2C=N1)N1CC2(CC(C2)O)CCC1)OC[C@]12CCCN2C[C@@H](C1)F)F)O)F 6-(7-(8-ethynyl-7-fluoro-3-hydroxynaphthalen-1-yl)-8-fluoro-2-(((2R,7aS)-2-fluorohexahydro-1H-pyrrolizin-7a-yl)methoxy)pyrido[4,3-d]pyrimidin-4-yl)-6-azaspiro[3.5]nonan-2-ol